C1(CCCC1)N1CCN(CC1)C=1C=CC2=C(CN(CCC2(C)C)C(=O)NC2=CC(=CC(=C2)Cl)Cl)C1 8-(4-cyclopentylpiperazin-1-yl)-N-(3,5-dichlorophenyl)-5,5-dimethyl-1,3,4,5-tetrahydro-2H-benzo[c]azepine-2-carboxamide